chloro-5-methoxy-1-methyl-3-(1H-pyrazol-4-yl)-2-(4H-1,2,4-triazol-3-yl)-1H-pyrrolo[3,2-b]pyridine ClC=1C=C2C(=NC1OC)C(=C(N2C)C2=NN=CN2)C=2C=NNC2